4-bromo-1,2-thiazole BrC=1C=NSC1